1-(3-aminopropyl)-1,4-dihydro-5H-tetrazole-5-thione NCCCN1N=NNC1=S